(5-phenoxy-1H-indol-3-yl)carbamate O(C1=CC=CC=C1)C=1C=C2C(=CNC2=CC1)NC([O-])=O